The molecule is an abietane diterpenoid isolated from the stem bark of Fraxinus sieboldiana. It has a role as a plant metabolite. It is an abietane diterpenoid, a bridged compound and a cyclic terpene ketone. CC(C)C1=C[C@]23CC[C@H]4[C@@]5(CCC[C@@]4(C2=CC1=O)[C@H](O3)OC5)C